FC(C=1C=C2CN(CC2=CC1)C1=NC=CC(=N1)C1=NC=CC(=N1)C#CC=1C=C2C=NNC2=CC1)(F)F 5-((2'-(5-(trifluoromethyl)isoindolin-2-yl)-[2,4'-bipyrimidin]-4-yl)ethynyl)-1H-indazole